C1=CC(=CC=C1C(=O)NC2=CC=C(C=C2)N)C(=O)NC3=CC=C(C=C3)N N,N'-bis(4-Aminophenyl)terephthalamide